F[C@H]1C[C@@H](N(C1)[C@H]1CN(CC1)C)C(=O)NC=1C=CC=C2C(=CNC12)C1=NC(=NC=C1F)NC=1C(=NN(C1)C)OC (2R,3'R,4S)-4-Fluoro-N-(3-(5-Fluoro-2-((3-methoxy-1-methyl-1H-pyrazol-4-yl)amino)pyrimidin-4-yl)-1H-indol-7-yl)-1'-methyl-[1,3'-bipyrrolidine]-2-carboxamide